C1(CC1)[C@@H]1NC2=CC=C(C=C2[C@@H]([C@H]1C)NC(OCC1=CC=CC=C1)=O)F |r| rac-benzyl ((2S,3S,4R)-2-cyclopropyl-6-fluoro-3-methyl-1,2,3,4-tetrahydroquinolin-4-yl)carbamate